C(#N)/C=C/CCNC(=O)C1=CC2=CC=CC(=C2C=C1)C1=CC=C(C=C1)C(F)(F)F N-[(E)-4-cyanobut-3-enyl]-5-[4-(trifluoromethyl)phenyl]naphthalene-2-carboxamide